2-hydroxy-5-methoxyisophthalate OC1=C(C(=O)[O-])C=C(C=C1C(=O)[O-])OC